(1r,4r)-N1-(7-chloro-2-(2,6-difluorophenyl)imidazo[2,1-f][1,2,4]triazin-4-yl)-N4-(2-fluoroethyl)cyclohexane-1,4-diamine ClC1=CN=C2C(=NC(=NN21)C2=C(C=CC=C2F)F)NC2CCC(CC2)NCCF